NC=1C=2N(C3=CC(=C(C=C3N1)F)C(=O)N([C@@H]1COC3=C1C=CC(=C3)C#CC(F)(F)F)C)C=NC2 (S)-4-amino-7-fluoro-N-methyl-N-(6-(3,3,3-trifluoroprop-1-yn-1-yl)-2,3-dihydrobenzofuran-3-yl)imidazo[1,5-a]quinoxaline-8-carboxamide